CC1=CC=C(C=C1)C(C)O 1-p-methylphenyl-ethanol